FC=1C2=C(C(=NC1)C)CC(C2)C(C)=O 1-(4-fluoro-1-methyl-6,7-dihydro-5H-cyclopenta[c]pyridin-6-yl)ethanone